C=CC1(CC=CC=C1)S(=O)(=O)[O-] 1-styrenesulphonate